paraxanthine-d3 (1R,5S,6s)-6-((6-(4-fluorophenyl)-4-(5,9,9-trimethyl-3-oxo-1,8,8-triphenyl-2,7-dioxa-4-aza-8-siladecan-5-yl)pyridin-2-yl)oxy)-3-azabicyclo[3.1.0]hexane-3-carboxylate FC1=CC=C(C=C1)C1=CC(=CC(=N1)OC1[C@@H]2CN(C[C@H]12)C(=O)O)C(NC(OCC1=CC=CC=C1)=O)(CO[Si](C(C)(C)C)(C1=CC=CC=C1)C1=CC=CC=C1)C.N1(C([2H])([2H])[2H])C(=O)NC=2N=CN(C)C2C1=O